C(C1=CC=CC=C1)C(C(=O)NC1CCC(CC1)NC1=CC(=NC2=CC=C(C=C12)Cl)C(F)(F)F)=C 2-benzyl-N-[(1s,4s)-4-{[6-chloro-2-(trifluoromethyl)quinolin-4-yl]amino}cyclohexyl]prop-2-enamide